N-((S)-2,5-bis((tert-butoxycarbonyl)amino)pentanoyl)-N-(8-((tert-butoxycarbonyl)amino)octyl)glycine C(C)(C)(C)OC(=O)N[C@H](C(=O)N(CC(=O)O)CCCCCCCCNC(=O)OC(C)(C)C)CCCNC(=O)OC(C)(C)C